C1OCC12CN(CC2)C=2C=1N(N=C(C2)C=2C(NC(NC2)=O)=O)C=CN1 5-(8-(2-oxa-6-azaspiro[3.4]octan-6-yl)imidazo[1,2-b]pyridazin-6-yl)pyrimidine-2,4(1H,3H)-dione